Cl.C(C1=CC=CC=C1)N1[C@@H]2[C@H](C(C1)(F)F)CNC2 (cis)-1-Benzyl-3,3-difluorooctahydropyrrolo[3,4-b]pyrrole hydrochloride